C(C)(C)(C)OC(=O)N[C@@H](C)C(=O)O[C@@H](C)[C@@H](C)C1=C(C=CC=C1)C (2s,3s)-3-(o-tolyl)butan-2-yl (tert-butoxycarbonyl)-L-alaninate